FC=1C=C(C=CC1)NC(=O)NC1=CC(=CC=C1)OC(F)(F)F (3-fluorophenyl)-3-(3-trifluoromethoxyphenyl)urea